2-(3-iodophenyl)thiazolo[4,5-c]Pyridine 5-oxide IC=1C=C(C=CC1)C=1SC2=C(C=[N+](C=C2)[O-])N1